(2S,4R)-1-tert-butoxycarbonyl-4-[3-[1-(2,6-dioxo-3-piperidyl)-3-methyl-2-oxo-benzimidazol-5-yl]propoxy]pyrrolidine-2-carboxylic acid C(C)(C)(C)OC(=O)N1[C@@H](C[C@H](C1)OCCCC1=CC2=C(N(C(N2C)=O)C2C(NC(CC2)=O)=O)C=C1)C(=O)O